1-methyl-4-[4-methyl-4-(5-methyl-1,3-benzooxazol-2-yl)piperidin-1-yl]-2-oxo-1,2-dihydroquinoline-3-carboxamide CN1C(C(=C(C2=CC=CC=C12)N1CCC(CC1)(C=1OC2=C(N1)C=C(C=C2)C)C)C(=O)N)=O